ONC(C1=CC(=NC=C1O)NC=1OC(=CN1)C1=CC=C(C=C1)C(F)(F)F)=O N,5-dihydroxy-2-((5-(4-(trifluoromethyl)phenyl)oxazol-2-yl)amino)isonicotinamide